[Cr].[Ni].[Au].FC=1C=CC(=C2C=C(NC(C12)=O)CCC(=O)N1CC(C1)NC(=O)C1CC1)C N-(1-(3-(8-fluoro-5-methyl-1-oxo-1,2-dihydroisoquinolin-3-yl)propionyl)azetidin-3-yl)cyclopropanecarboxamide gold-nickel-chromium